(4-(2-chlorophenyl)tetrahydro-2H-pyran-4-yl)methylamine hydrochloride Cl.ClC1=C(C=CC=C1)C1(CCOCC1)CN